Fmoc-propylamine C(=O)(OCC1C2=CC=CC=C2C2=CC=CC=C12)NCCC